OC1(CC(C1)C(=O)N1CC2(C1)CC(C2)CC2=CC=C(C=C2)OC(F)(F)F)C ((1s,3s)-3-Hydroxy-3-methylcyclobutyl)(6-(4-(trifluoromethoxy)benzyl)-2-azaspiro[3.3]heptan-2-yl)methanone